CC1=CC=C(C=C1)CN1C(CCC1=O)CC(=O)OCC(C)(C)C 2,2-dimethylpropyl 2-[1-[(4-methylphenyl)methyl]-5-oxopyrrolidin-2-yl]acetat